(4-(6-methyl-5-nitropyridin-2-yl)-1-((trimethylsilyl)methyl)-1H-1,2,3-triazol-5-yl)methanol CC1=C(C=CC(=N1)C=1N=NN(C1CO)C[Si](C)(C)C)[N+](=O)[O-]